4-amino-3-nitrobenzonitrile NC1=C(C=C(C#N)C=C1)[N+](=O)[O-]